6-bromo-2-cyclopropyl-1H-benzo[d]imidazole-4-carboxylic acid methyl ester COC(=O)C1=CC(=CC=2NC(=NC21)C2CC2)Br